FC(C1=C(C=C2CCCN(C2=C1)C1=CC2=C(N(C(N2C)=O)C)C(=C1)C(C)C)C=1C=C(C(=NC1)C(=O)O)C)F 5-(7-(difluoromethyl)-1-(7-isopropyl-1,3-dimethyl-2-oxo-2,3-dihydro-1H-benzo[d]imidazol-5-yl)-1,2,3,4-tetrahydroquinolin-6-yl)-3-methylpicolinic acid